(E)-4-(4-amino-6-((2-(4-(dimethylamino)but-2-enoyl)-2-azaspiro[3.3]heptan-6-yl)ethynyl)-5-(4-phenoxyphenyl)-7H-pyrrolo[2,3-d]pyrimidin-7-yl)-1-methylpyrrolidin-2-one NC=1C2=C(N=CN1)N(C(=C2C2=CC=C(C=C2)OC2=CC=CC=C2)C#CC2CC1(CN(C1)C(\C=C\CN(C)C)=O)C2)C2CC(N(C2)C)=O